C1(CC1)C1=CC(=NN1)NC1=NC(=NC=C1)N1CC2(CC(C1)C2)C(=O)N(C)C 3-[4-[(5-cyclopropyl-1H-pyrazol-3-yl)amino]pyrimidin-2-yl]-N,N-dimethyl-3-azabicyclo[3.1.1]heptane-1-carboxamide